O-dodecanoylcarnitine C(CCCCCCCCCCC)(=O)OC(C[N+](C)(C)C)CC([O-])=O